6-chloro-N-(5-chloro-1-methyl-1H-pyrazol-4-yl)-7-[4-(3-methyloxetan-3-yl)piperazin-1-yl]quinazolin-2-amine ClC=1C=C2C=NC(=NC2=CC1N1CCN(CC1)C1(COC1)C)NC=1C=NN(C1Cl)C